ClP(C1=C(C=C(C=C1)F)F)Cl dichloro(2,4-difluorophenyl)phosphine